(R)-7-((S)-4-acryloyl-2-methylpiperazin-1-yl)-9-chloro-10-(2,4-difluorophenyl)-2,3-dihydro-5H-[1,4]thiazino[2,3,4-ij]quinazolin-5-one C(C=C)(=O)N1C[C@@H](N(CC1)C1=NC(N2C3=C(C(=C(C=C13)Cl)C1=C(C=C(C=C1)F)F)SCC2)=O)C